C1(=CC=CC=C1)[SiH2][Si]([Si](OCC)(OCC)OCC)(C=C(C)C)C1=CC=CC=C1 diphenyldimethylvinyltriethoxytrisilane